tert-butyl 2-[1-(3,4-dihydro-2H-1,4-benzoxazin-8-yl)-4-piperidyl]acetate O1CCNC2=C1C(=CC=C2)N2CCC(CC2)CC(=O)OC(C)(C)C